(R)-N-(1-(3-fluorophenyl)piperidin-3-yl)-4-morpholinopyridin-2-amine FC=1C=C(C=CC1)N1C[C@@H](CCC1)NC1=NC=CC(=C1)N1CCOCC1